(S)-2-(Methyl chloromethyl)-3-(oxetan-2-ylmethyl)-3H-imidazo[4,5-b]pyridine-5-carboxylate CC(C1=NC=2C(=NC(=CC2)C(=O)[O-])N1C[C@H]1OCC1)Cl